N5-((1R,5S,6r)-3-oxabicyclo[3.1.0]hexan-6-yl)-3-(3-methoxyphenyl)-N7-methyl-2,3-dihydrobenzofuran-5,7-dicarboxamide [C@H]12COC[C@@H]2C1NC(=O)C=1C=C(C2=C(C(CO2)C2=CC(=CC=C2)OC)C1)C(=O)NC